5,5-dimethyl-2,6-octadien-1-ol CC(CC=CCO)(C=CC)C